CN1N=C(C(=C1)C1=CC=2C3=C(C=NC2C=C1OC)N(C(N3C3=C(C=NC=C3OC)F)=O)C)C 8-(1,3-dimethylpyrazol-4-yl)-1-(3-fluoro-5-methoxypyridin-4-yl)-7-methoxy-3-methylimidazo[4,5-c]quinolin-2-one